ClC1=CC2=C(N(C(N=C2N2[C@H](CN(CC2)C(=O)OC(C)(C)C)C)=O)C=2C(=NC=CC2C)C(C)C)N=C1C1=C(C=CC(=C1)C(=O)OC)F (S)-tert-butyl 4-(6-chloro-7-(2-fluoro-5-(methoxycarbonyl) phenyl)-1-(2-isopropyl-4-methylpyridin-3-yl)-2-oxo-1,2-dihydropyrido[2,3-d]pyrimidin-4-yl)-3-methylpiperazine-1-carboxylate